chloro-2'-oxo-1',4'-dihydro-2'H-spiro[pyrrolidine-3,3'-quinoline]-1-carbonitrile ClN1C(C2(CC3=CC=CC=C13)CN(CC2)C#N)=O